((7-Bromoquinoxalin-2-yl)oxy)acetic acid tert-butyl ester C(C)(C)(C)OC(COC1=NC2=CC(=CC=C2N=C1)Br)=O